4,5-difluoro-7-(4,4,5,5-tetramethyl-1,3,2-dioxaborolan-2-yl)-1H-indole FC1=C2C=CNC2=C(C=C1F)B1OC(C(O1)(C)C)(C)C